4-[4-[3-chloro-4-[1-(5-fluoro-2-pyridinyl)-2-hydroxy-ethoxy]pyrazolo[1,5-a]pyridin-6-yl]-5-methyl-triazol-1-yl]piperidine-1-carbonitrile ClC=1C=NN2C1C(=CC(=C2)C=2N=NN(C2C)C2CCN(CC2)C#N)OC(CO)C2=NC=C(C=C2)F